C=C1CN(CC(CN(C1)S(=O)(=O)CC1=CC=CC=C1)=C)S(=O)(=O)CC1=CC=CC=C1 3,7-Dimethylene-1,5-Ditoluenesulfonyl-1,5-diazacyclooctane